[C@H]1([C@@H](O)[C@@H](O)[C@H](O)[C@H](O1)CO)OCCN(C(CN(CC(=O)NCCCCCC(=O)O)CC(=O)NCCO[C@H]1[C@@H](O)[C@H](O)[C@H](O)[C@@H](O1)C)=O)CCO[C@@H]1[C@@H](O)[C@@H](O)[C@H](O)[C@H](O1)CO 6-(2-{[2-(bis{2-[(α-D-mannopyranosyl)oxy]ethyl}amino)-2-oxoethyl][2-({2-[(α-L-fucopyranosyl)oxy]ethyl}amino)-2-oxoethyl]amino}acetamido)hexanoic acid